COC(C(C(C1=NC=CC=C1)=O)(C)C)=O 2,2-dimethyl-3-oxo-3-(pyridin-2-yl)propionic acid methyl ester